ClC1=NC=C(C(=O)NOC)C(=C1)NC1=C(C=CC=C1)N(S(=O)(=O)C)C 6-Chloro-N-methoxy-4-((2-(N-methylmethanesulfonamido)phenyl)amino)nicotinamide